ClC1=C(C2=C(C3=C(N=C(N(C3=O)CC3=CN=C(O3)C)C3=C(C=C(C=C3)F)C3CC3)S2)C=C1)O 7-chloro-2-(2-cyclopropyl-4-fluorophenyl)-8-hydroxy-3-((2-methyloxazol-5-yl)methyl)benzo[4,5]thieno[2,3-d]pyrimidin-4(3H)-one